NC=1C=2N(C=CN1)C(=NC2C2=CC(=C(C=C2)NC(=O)NC2=CC(=C(C=C2)CN2CC(CC2)N(C)C)C(F)(F)F)F)C2CC2 1-(4-(8-amino-3-cyclopropylimidazo[1,5-a]pyrazin-1-yl)-2-fluorophenyl)-3-(4-((3-(dimethylamino)pyrrolidin-1-yl)methyl)-3-(trifluoromethyl)phenyl)urea